2-methyl-4,5,6,7-tetrahydropyrazolo[4,3-c]pyridine bis(trifluoroacetic acid) salt FC(C(=O)O)(F)F.FC(C(=O)O)(F)F.CN1N=C2C(CNCC2)=C1